diisopentyl 2,3-diisopropylmaleate C(C)(C)/C(/C(=O)OCCC(C)C)=C(/C(=O)OCCC(C)C)\C(C)C